C(C)OC(C)N1N=CC(=C1)C1=CC(=NC=C1F)N 4-(1-(1-ethoxyethyl)-1H-pyrazol-4-yl)-5-fluoropyridin-2-amine